lithium tris(trifluoromethanesulfonate) FC(S(=O)(=O)[O-])(F)F.FC(S(=O)(=O)[O-])(F)F.FC(S(=O)(=O)[O-])(F)F.[Li+].[Li+].[Li+]